(9-phenyl-9H-carbazole-2-yl)boronic acid C1(=CC=CC=C1)N1C2=CC=CC=C2C=2C=CC(=CC12)B(O)O